3-[[8-(benzylamino)-3-isopropyl-[1,2,4]triazolo[4,3-b]pyridazin-6-yl]amino]-N-methyl-propanamide C(C1=CC=CC=C1)NC=1C=2N(N=C(C1)NCCC(=O)NC)C(=NN2)C(C)C